1-[1-(6-{[1-(cyclopropylmethyl)-3-(4-fluorophenyl)-4-methoxy-1H-pyrazol-5-yl]amino}pyrimidin-4-yl)-3,5-dimethyl-1H-pyrazol-4-yl]ethanone C1(CC1)CN1N=C(C(=C1NC1=CC(=NC=N1)N1N=C(C(=C1C)C(C)=O)C)OC)C1=CC=C(C=C1)F